N-((S)-1'-(5-((5-chloro-3-(2-methoxyethyl)-4-oxo-3,4-dihydroquinazolin-6-yl)thio)pyrazine-2-yl)-1,3-dihydrospiro[indene-2,4'-piperidin]-1-yl)-2-methylpropane-2-sulfinamide ClC1=C2C(N(C=NC2=CC=C1SC=1N=CC(=NC1)N1CCC2(CC1)[C@@H](C1=CC=CC=C1C2)NS(=O)C(C)(C)C)CCOC)=O